tert-butyl 4-((3-(4-fluorobenzyl)pyrazin-2-yl)amino)-2-methylpiperidine-1-carboxylate FC1=CC=C(CC=2C(=NC=CN2)NC2CC(N(CC2)C(=O)OC(C)(C)C)C)C=C1